bis(4-(trifluoromethoxy)phenyl) oxalate C(C(=O)OC1=CC=C(C=C1)OC(F)(F)F)(=O)OC1=CC=C(C=C1)OC(F)(F)F